BrC1=CC2=CN(N=C2C(=C1)F)CCO 2-(5-bromo-7-fluoro-2H-indazol-2-yl)ethan-1-ol